OCCNC(C1=CN=CC=C1N1C2=C(OCC1)C=NC(=N2)C2=NC(=CC=C2)C)=O N-(2-hydroxyethyl)-4-(2-(6-methylpyridin-2-yl)-6,7-dihydro-8H-pyrimido[5,4-b][1,4]oxazin-8-yl)nicotinamide